(S)-2-hydroxy-4-((tetrahydrofuran-3-yl)oxy)cyclohepta-2,4,6-trien-1-one OC=1C(C=CC=C(C1)O[C@@H]1COCC1)=O